FC(C(=O)O)(F)F.FC(C(=O)O)(F)F.C(CCCC(=O)N)(=O)N glutaramide di-trifluoroacetate